2-[6-(Difluoromethyl)pyridin-3-yl]-5-[({1-[2-fluoro-4-(trifluoromethyl)phenyl]cyclopropyl}carbonyl)amino]benzoic acid FC(C1=CC=C(C=N1)C1=C(C(=O)O)C=C(C=C1)NC(=O)C1(CC1)C1=C(C=C(C=C1)C(F)(F)F)F)F